CC(=C(C)C1=CC=C(C(=O)O)C=C1)C 4-(3-methyl-2-buten-2-yl)benzoic acid